N[C@H]1CN(CCC1)C(=O)C=1C=CC=2N(C1)N=C(C2C)C2=CC=1C(=NC(=CC1)C=1C(=C(C=CC1)O)Cl)N2CC2CC2 3-(2-{6-[(3R)-3-Aminopiperidine-1-carbonyl]-3-methylpyrazolo[1,5-a]pyridin-2-yl}-1-(cyclopropylmethyl)-1H-pyrrolo[2,3-b]pyridin-6-yl)-2-chlorophenol